O1[C@@H](C1)C1=C2C=CC(NC2=C(C=C1)OCC1=CC=CC=C1)=O (R)-5-(2-oxiranyl)-8-benzyloxy-2(1H)-quinolinone